NC1=C(C(=NN1C1=C(C=C(C=C1Cl)C(F)(F)F)Cl)C#N)S(=O)C(F)(F)F 5-Amino-3-cyano-1-(2,6-dichloro-4-trifluoromethylphenyl)-4-trifluoromethyl-sulfinyl-pyrazole